5-[4-(trifluoromethyl)phenyl]-2,4-pentadienamide FC(C1=CC=C(C=C1)C=CC=CC(=O)N)(F)F